3-(2-(tetrahydro-2H-pyran-4-yl)phenyl)pentane-1,5-diyl bis(4-methylbenzenesulfonate) CC1=CC=C(C=C1)S(=O)(=O)OCCC(CCOS(=O)(=O)C1=CC=C(C=C1)C)C1=C(C=CC=C1)C1CCOCC1